5-methyl-1-(tetrahydro-2H-pyran-2-yl)-1H-pyrazole CC1=CC=NN1C1OCCCC1